2-mercaptomethyl-3,3-dimercaptoethyl-2-propanol SCCCCC(C(S)S)O